1-{1-[3-(3-chloro-2-fluorophenyl)-5-(4,6-difluoro-1H-1,3-benzodiazol-2-yl)pyridin-4-yl]azetidin-3-yl}methanamine ClC=1C(=C(C=CC1)C=1C=NC=C(C1N1CC(C1)CN)C1=NC2=C(N1)C=C(C=C2F)F)F